(6-(2-Morpholinobenzo[d]thiazole-4-carboxamido)hexyl)carbamic acid tert-butyl ester C(C)(C)(C)OC(NCCCCCCNC(=O)C=1C=CC=C2C1N=C(S2)N2CCOCC2)=O